(±)-trans-N-(8-amino-7-cyano-6-(4-methylpyridin-3-yl)isoquinolin-3-yl)-2-cyanocyclopropane-1-carboxamide NC=1C(=C(C=C2C=C(N=CC12)NC(=O)[C@H]1[C@@H](C1)C#N)C=1C=NC=CC1C)C#N |r|